CC1=NC=C(C(=N1)C1=CC=C(OCC2=NC3=CC=CC=C3C=C2)C=C1)C1=CC(=NO1)C 2-{4-[2-methyl-5-(3-methyl-isoxazol-5-yl)-pyrimidin-4-yl]-phenoxymethyl}-quinoline